Tert-butyl 7-(4-((R)-1-(tert-butoxycarbonyl)pyrrolidin-3-yloxy)butyl)-2-methyl-3,4-dihydro-1,8-naphthyridine-1(2H)-carboxylate C(C)(C)(C)OC(=O)N1C[C@@H](CC1)OCCCCC1=CC=C2CCC(N(C2=N1)C(=O)OC(C)(C)C)C